CC1=NN(C2=CC(=CC=C12)N)CCN1CCOCC1 3-Methyl-1-(2-morpholinoethyl)-1H-indazole-6-amine